[Na].N1CCC2(CC1)CC1=CC(=CC=C1C2)S 1,3-dihydrospiro[indene-2,4'-piperidine]-6-thiol sodium